CN1C(=C2OC[C@@H]3[C@H](NS(C2=C1)(=O)=O)CN(C3)C(=O)OC(C)(C)C)C(NC3=CC(=C(C(=C3)F)F)F)=O tert-butyl (3aS,10aS)-7-methyl-8-((3,4,5-trifluorophenyl)carbamoyl)-3a,4,10,10a-tetrahydro-1H,7H-dipyrrolo[3,4-b:3',4'-f][1,4,5]oxathiazocine-2(3H)-carboxylate 5,5-dioxide